pyrazol-4-yl-6-[8-([1,3]thiazolo[4,5-b]pyridin-2-ylcarbamoyl)-3,4-dihydroisoquinolin-2(1H)-yl]pyridine-2-carboxylic acid N1N=CC(=C1)C=1C(=NC(=CC1)N1CC2=C(C=CC=C2CC1)C(NC=1SC=2C(=NC=CC2)N1)=O)C(=O)O